C1CC12CCN(CC2)C2=C(C(=O)NC1=CC(=CC=C1)C(NC1=C(C=CC=C1)C)=O)C=CN=C2 3-(6-azaspiro[2.5]oct-6-yl)-N-(3-(o-tolylcarbamoyl)phenyl)isonicotinamide